C(CC)(=O)O.CN(C(N(C)C)=NC)CCCC tetramethyl-N'-butylguanidine propionate